Cl.N1CCC(CC1)C=1OC(=CN1)CNN1C(C2=CC=CC=C2C1=O)=O (((2-(piperidin-4-yl)oxazol-5-yl)methyl)amino)isoindoline-1,3-dione hydrochloride